sodium 2-(2-(2-cyanopropan-2-yl)-9-(dimethylamino)-8-methyl-5-oxobenzo[b][1,8]naphthyridin-10(5H)-yl)acetate C(#N)C(C)(C)C=1C=CC=2C(C3=C(N(C2N1)CC(=O)[O-])C(=C(C=C3)C)N(C)C)=O.[Na+]